(R)-6-chloro-3-((1-(2-cyano-7-methyl-3-(2-methyl-4,6-dihydro-5H-pyrrolo[3,4-d]thiazol-5-yl)quinoxalin-5-yl)ethyl)amino)picolinic acid ClC1=CC=C(C(=N1)C(=O)O)N[C@H](C)C1=C2N=C(C(=NC2=CC(=C1)C)C#N)N1CC=2N=C(SC2C1)C